O1C(=NC=C1)C1=C(C=C(C=N1)C1=NN(C(=C1C(=O)N)C(F)(F)F)C=1C=2C3=C(C(NC3=CC1)=C=O)C=CC2)C(F)(F)F (6-(oxazol-2-yl)-5-(trifluoromethyl)pyridin-3-yl)-1-(2-carbonyl-1,2-dihydrobenzo[cd]indol-6-yl)-5-(trifluoromethyl)-1H-pyrazole-4-carboxamide